(2S)-2-Amino-N-[3-ethyl-4-(1H-pyrrolo[2,3-b]pyridin-4-yl)phenyl]-4-methyl-pentanamide N[C@H](C(=O)NC1=CC(=C(C=C1)C1=C2C(=NC=C1)NC=C2)CC)CC(C)C